NC([C@@](CO)(C)NC(=O)C1=C(OC2=C1C=C(C=C2)C2=CC=C(C=C2)C2COC2)C)=O (S)-N-(1-amino-3-hydroxy-2-methyl-1-oxopropan-2-yl)-2-methyl-5-(4-(oxetan-3-yl)phenyl)benzofuran-3-carboxamide